(t-Butoxycarbonyl)-2-pyrrolidone C(C)(C)(C)OC(=O)N1C(CCC1)=O